FC=1C=CC=C2C(=NN(C12)CC1=C(C=NC=C1)F)C1=NC(=C(C(=N1)N)N)N 2-(7-Fluoro-1-((3-fluoropyridin-4-yl)methyl)-1H-indazol-3-yl)pyrimidine-4,5,6-triamine